4-(4-(Difluoromethyl)phenoxy)-1-methoxy-2-nitrobenzene FC(C1=CC=C(OC2=CC(=C(C=C2)OC)[N+](=O)[O-])C=C1)F